C1(CC1)N1C[C@H]([C@H](CC1)NC1=NN2C(C(=N1)OC)=C(C=C2)C=2C=CC1=C(N(C(=N1)C)CC(F)F)C2)F N-((3R,4S)-1-cyclopropyl-3-fluoropiperidin-4-yl)-5-(1-(2,2-difluoroethyl)-2-methyl-1H-benzo[d]imidazol-6-yl)-4-methoxypyrrolo[2,1-f][1,2,4]triazin-2-amine